C(C1=CC=CC=C1)(C1=CC=CC=C1)N1C(C2(NC=3C=CC(=CC3C=3C4=C(C=CC23)C(=C(N4)C4=CC=CC=C4)C)Cl)C4=CC=CC=C14)=O (+)-1-Benzhydryl-10'-chloro-3'-methyl-2'-phenyl-1',7'-dihydrospiro[indoline-3,6'-pyrrolo[3,2-k]phenanthridin]-2-one